C1(=CC=CC=C1)CCCS(=O)(=O)OC1=CC=C(C=C1)NC(=O)NC1=CC=C(C=C1)OS(=O)(=O)CCCC1=CC=CC=C1 N,N'-di-[4-(phenylpropanesulfonyloxy)phenyl]urea